5-[4-(3,3-difluoro-4,4-dimethyl-pyrrolidin-1-yl)-6-methyl-pyrazolo[3,4-d]pyrimidin-2-yl]-1H-pyrimidine-2,4-dione FC1(CN(CC1(C)C)C=1C=2C(N=C(N1)C)=NN(C2)C=2C(NC(NC2)=O)=O)F